1-isopropyl-4-(2-thienyl-carbonyl)piperazine C(C)(C)N1CCN(CC1)C(=O)C=1SC=CC1